C(CCCCCCCCC)(=O)N[C@@H](C)C(=O)O N-decanoyl-L-alanine